2-Methyl-2-(5-oxopyrrolidin-3-yl)azetidine-1-carboxylic acid tert-butyl ester C(C)(C)(C)OC(=O)N1C(CC1)(C1CNC(C1)=O)C